FC(C1=CC2=C(N=C(S2)N)C=C1)(F)F 6-(trifluoromethyl)benzo[d]thiazol-2-amine